3-(4-(trifluoromethyl)thiazol-2-yl)cyclopentan-1-ol FC(C=1N=C(SC1)C1CC(CC1)O)(F)F